5-[4-{[(2S)-4-hydroxybutan-2-yl]amino}-3-(trifluoromethyl)phenyl]-3,6-dihydro-2H-1,3,4-oxadiazin-2-one OCC[C@H](C)NC1=C(C=C(C=C1)C1=NNC(OC1)=O)C(F)(F)F